BrC=1C=C(C(=NC1)C=1N=NC(=CC1)N1C[C@H](N[C@H](C1)C)C)OCOC 3-[5-bromo-3-(methoxymethoxy)-2-pyridyl]-6-[(3R,5S)-3,5-dimethylpiperazin-1-yl]Pyridazine